BrC1=CC(=CC=2C3=CC=CC=C3NC12)Br 1,3-dibromo-9H-carbazole